ClC1=C(C=CC(=C1)C(=O)N1[C@H]([C@@H](N(CC1)C1=CC(=CC=C1)Cl)C)C)S(=O)CC(=O)OCCOC Methoxyethyl 2-((2-chloro-4-(4-(3-chlorophenyl)-trans-2,3-dimethylpiperazine-1-carbonyl)phenyl)sulfinyl)acetate